3-(2-quinolyl)-alanine N1=C(C=CC2=CC=CC=C12)C[C@H](N)C(=O)O